CC(C(=O)OCN1C(N(C=2N=C(N(C2C1=O)C1=CC=C(C=C1)Cl)C1=C(C=CC=C1)Cl)C1CCCCC1)=O)(C)C [8-(2-chlorophenyl)-7-(4-chlorophenyl)-3-cyclohexyl-2,6-dioxo-2,3,6,7-tetrahydro-1H-purin-1-yl]methyl 2,2-dimethylpropanoate